9-(4-tert-butylphenyl)-3,6-bis(diphenylphosphinyloxy)carbazolepelargonic acid C(C)(C)(C)C1=CC=C(C=C1)N1C2=CC=C(C=C2C=2C=C(C=C(C12)CCCCCCCCC(=O)O)OP(=O)(C1=CC=CC=C1)C1=CC=CC=C1)OP(=O)(C1=CC=CC=C1)C1=CC=CC=C1